5-ethyl-1-(pyridin-4-yl)-1H-pyrazole-4-carboxylic acid C(C)C1=C(C=NN1C1=CC=NC=C1)C(=O)O